iron-boron aluminium [Al].[B].[Fe]